C(C1=CC=CC=C1)OC=1C=C2C(=C(N(C2=CC1)C1CC(C1)(F)F)C(C)C)C1=C(C(=O)O)C=CC=C1 (5-(benzyloxy)-1-(3,3-difluorocyclobutyl)-2-isopropyl-1H-indol-3-yl)benzoic acid